C(CCCCC(=O)O)(=O)O.C(C1=CC=C(C(=O)O)C=C1)(=O)O.C=CC=C butadiene terephthalate adipate